tert-butyl 3-methyl-6-(pyrimidin-5-yl)-3,4-dihydropyridine-1(2H)-carboxylate CC1CN(C(=CC1)C=1C=NC=NC1)C(=O)OC(C)(C)C